FC1=CC=C(C=N1)C=1C(=NC=CC1OC1=C(N=C(S1)C)C1=CC=CC=C1)N (6-fluoropyridin-3-yl)-4-((2-methyl-4-phenylthiazol-5-yl)oxy)pyridin-2-amine